6-(3-Trifluoromethyl-phenyl)-pyrimidine-4-carboxylic acid pyrimidin-5-ylamide N1=CN=CC(=C1)NC(=O)C1=NC=NC(=C1)C1=CC(=CC=C1)C(F)(F)F